methyl 4-(3-ethyl-1-methyl-4-(3-phenylpyrrolidin-1-yl)-1H-pyrazolo[3,4-d]pyrimidin-6-yl)benzoate C(C)C1=NN(C2=NC(=NC(=C21)N2CC(CC2)C2=CC=CC=C2)C2=CC=C(C(=O)OC)C=C2)C